diamino-2,2'-bithiophene NC=1C(=C(SC1)C=1SC=CC1)N